tert-butyl 3-((tert-butoxycarbonyl)amino)-3-formylazepane-1-carboxylate C(C)(C)(C)OC(=O)NC1(CN(CCCC1)C(=O)OC(C)(C)C)C=O